CC(C)(C)[S@](=O)\N=C/C=1OC2=C(C1C)C=CC=C2 (S)-2-methyl-N-[(1Z)-(3-methyl-1-benzofuran-2-yl)methylidene]propane-2-sulfinamide